ClC1=C(C=CC=C1)CC(=O)NC1=CC(=C(C=C1)N1N=CC(=C1)NCC(F)F)S(NCC1=C(C=C(C=C1)OC)OC)(=O)=O (2-chlorophenyl)-N-(4-{4-[(2,2-difluoroethyl)amino]-1H-pyrazol-1-yl}-3-[(2,4-dimethoxybenzyl)sulfamoyl]phenyl)acetamide